ethyl rac-(2S,3S,4S,5R)-3-(3,4-difluoro-2-methoxy-phenyl)-4-methyl-5-(trifluoromethyl)tetrahydrofuran-2-carboxylate FC=1C(=C(C=CC1F)[C@H]1[C@H](O[C@H]([C@H]1C)C(F)(F)F)C(=O)OCC)OC |r|